2,3-dihydroxypropanamide OC(C(=O)N)CO